tert-Butyl (4-(3-(((R)-1,4-dioxan-2-yl)methoxy)-5-chloro-1-hydroxy-7,9-dihydrofuro[3,4-f]quinazolin-6-yl)-3-cyano-7-fluorobenzo[b]thiophen-2-yl)carbamate O1[C@H](COCC1)COC1=NC=2C(=C(C3=C(C2C(=N1)O)COC3)C3=CC=C(C=1SC(=C(C13)C#N)NC(OC(C)(C)C)=O)F)Cl